benzyl (S)-1-isopropylaziridine-2-carboxylate C(C)(C)[N@]1C(C1)C(=O)OCC1=CC=CC=C1